BrCC=1C(C=2C=CC=C3C=CC=C(C1)C23)=O 2-Bromomethyl-1H-phenalen-1-on